CSC1=NC=C(C(=N1)N1CC(NCC12CCCCC2)=O)C=O 2-(methylthio)-4-(3-oxo-1,4-diazaspiro[5.5]undecan-1-yl)pyrimidine-5-carbaldehyde